C(C)N1N=C(C(=C1)CC(=O)NC(C(=O)NC1=CC=C(C=C1)[Si](C)(C)C)C1=CC=C(C=C1)OC)O 2-(((1-ethyl-3-hydroxy-1H-pyrazol-4-yl)acetyl)amino)-2-(4-methoxyphenyl)-N-(4-(trimethylsilyl)phenyl)acetamide